C(#N)\C=C/C(=O)O (Z)-3-cyanoacrylic acid